C1(CCCCC1)CCC(=O)[O-] 3-cyclohexyl-propanoate